CC=1SC2=C(N1)C=C(C=C2)OC2=CC=CC(=N2)S(=O)(=O)NC(=O)C=2C(=NC=CC2)N2C(CC(C2)C)(C)C N-[[6-[(2-Methyl-1,3-benzothiazol-5-yl)oxy]-2-pyridyl]sulfonyl]-2-(2,2,4-trimethylpyrrolidin-1-yl)pyridin-3-carboxamid